COCC1=CC=C(CN)C=C1 (+)-p-methoxymethyl-benzylamine